tert-butyl 2-[tert-butyl(dimethyl)silyl]oxypyrrole-1-carboxylate [Si](C)(C)(C(C)(C)C)OC=1N(C=CC1)C(=O)OC(C)(C)C